(4aR,8aS)-7-methyloctahydro-1,4-methanonaphthalen-6(2H)-one CC1C(C[C@@H]2C3CCC([C@@H]2C1)C3)=O